F[C@@H]1CN(C[C@@H]1F)C=1C=C2C(=CC=NC2=CC1)C(=O)O 6-((3R,4S)-3,4-difluoropyrrolidin-1-yl)quinoline-4-carboxylic acid